N-iso-Pentyl-4-(4-propylpiperazin-1-yl)-1H-benzo[d]imidazole-1-carboxamide C(CC(C)C)NC(=O)N1C=NC2=C1C=CC=C2N2CCN(CC2)CCC